2a-hydroxy-5a-campestan-6-one O[C@H]1CC[C@@H]2C(C[C@H]3[C@@H]4CC[C@H]([C@@H](CC[C@H](C(C)C)C)C)[C@]4(CC[C@@H]3[C@]2(C1)C)C)=O